Nα-methylarginine CN[C@@H](CCCNC(N)=N)C(=O)O